ClC1=C2CCC(NC2=CC=C1)C1=CC=C(C(=O)N)C=C1 4-(5-Chloro-1,2,3,4-tetrahydroquinoline-2-yl)benzamide